C(CCCCCCC\C=C/CCCCCCCC)(=O)C(O)([C@@H](O)CO)C(CCCCCCCCCCCCCCC)=O Oleoyl-palmitoyl-sn-glycerol